FC(C1=NN=C(O1)C1=CC(N(C=C1)CCOC1=CC(=CC=C1)F)=O)F 4-(5-(difluoromethyl)-1,3,4-oxadiazol-2-yl)-1-(2-(3-fluorophenoxy)ethyl)pyridin-2(1H)-one